NC=1C(=C(C=CC1)C1=C2CCC(C2=CC=C1)OC1=C(C(=C(C=O)C=C1Cl)OC)F)C ((4-(3-amino-2-methylphenyl)-2,3-dihydro-1H-inden-1-yl)oxy)-5-chloro-3-fluoro-2-methoxybenzaldehyde